(3-(4-(isopropylamino)-6-phenyl-1,3,5-triazin-2-ylamino)phenyl)propan-2-ol C(C)(C)NC1=NC(=NC(=N1)C1=CC=CC=C1)NC=1C=C(C=CC1)CC(C)O